(+-)-5-tert-butyl-2-methyl-2-indan-methanol C(C)(C)(C)C=1C=C2C[C@@](CC2=CC1)(CO)C |r|